(1S,5S)-9,9-dimethyl-6-phenyl-3,6-diazabicyclo[3.2.2]nonan-2-one CC1(C[C@@H]2C(NC[C@H]1N(C2)C2=CC=CC=C2)=O)C